[SiH2]([SiH2][SiH3])P trisilanylphosphine